(S)-2-amino-5-ureido-pentanoic acid (3-oxo-1,3-dihydro-isobenzofuran-5-yl)-amide trifluoroacetate FC(C(=O)O)(F)F.O=C1OCC2=CC=C(C=C12)NC([C@H](CCCNC(=O)N)N)=O